CC=CC1=CC=CC=C1 Methyl-styrol